FC=1C=NC=CC1C=1C=C2N(N=CC(=C2NC(C)C)C(=O)NCCC(C)(C)O)C1 6-(3-fluoropyridin-4-yl)-N-(3-hydroxy-3-methylbutyl)-4-(isopropylamino)pyrrolo[1,2-b]pyridazine-3-carboxamide